C(=O)N1[13CH]=CC2=CC=CC=C12 N-formylindole-13C